C(C)(C)(C)OC(=O)N1C(CNCC1)CCCOCCC1=CC=C(C=C1)C1=CC2=C(N(C(N2C)=O)C2C(NC(CC2)=O)=O)C=C1 [3-[2-[4-[1-(2,6-dioxo-3-piperidyl)-3-methyl-2-oxo-benzoimidazol-5-yl]phenyl]ethoxy]propyl]piperazine-1-carboxylic acid tert-butyl ester